CC(C#N)=CC 2,3-dimethyl-acrylonitrile